N1(CCNCC1)C=1C=C2C(=NC1C#N)NC=C2 5-(Piperazin-1-yl)-1H-pyrrolo[2,3-b]pyridine-6-carbonitrile